COC1=C(C(=CC=C1)OC)C1=CC(=NN1C1=C(C=C(C=C1)I)C(C)C)C(=O)OC methyl 5-(2,6-dimethoxyphenyl)-1-(4-iodo-2-isopropylphenyl)-1H-pyrazole-3-carboxylate